FC1=CC=C(C=C1)C=1C=C(N2C1C1=CC(=C(C=C1CC2)OC)C=2N=NN(N2)C)C(=O)N2COC[C@@]2(C#N)C (S)-3-(1-(4-fluorophenyl)-8-methoxy-9-(2-methyl-2H-tetrazol-5-yl)-5,6-dihydropyrrolo[2,1-a]isoquinoline-3-carbonyl)-4-methyloxazolidine-4-carbonitrile